Methylenebis(Dimethylphosphine Oxide) CP(=O)(C)CP(=O)(C)C